COC1=CC=C(C=N1)N1CC2(C1)CNC2 2-(6-methoxypyridin-3-yl)-2,6-diazaspiro[3.3]Heptane